O=C1SCCN1 L-2-Oxothiazolidin